5-((1-(Methylsulfonyl)piperidin-4-yl)methoxy)-2-(1-(5-(oxazol-2-yl)isoindolin-2-yl)ethyl)-4H-pyran-4-one CS(=O)(=O)N1CCC(CC1)COC=1C(C=C(OC1)C(C)N1CC2=CC=C(C=C2C1)C=1OC=CN1)=O